(R)-N-((3-((methoxy-d3)methyl)thiophen-2-yl)methyl)-2-(9-(pyridin-2-yl)-6-oxaspiro[4.5]decan-9-yl)ethan-1,1-d2-1-amine C(OCC1=C(SC=C1)CNC(C[C@]1(CCOC2(CCCC2)C1)C1=NC=CC=C1)([2H])[2H])([2H])([2H])[2H]